C[Si](O[Si](C)(C)C)(O[Si](C)(C)C)O[Si](C)(C)C methyltri(trimethylsiloxy)silane